tert-butyl (Z)-4-(N'-((3,3-difluorocyclobutane-1-carbonyl)oxy) carbamimidoyl)-4-(trifluoromethyl)piperidine-1-carboxylate FC1(CC(C1)C(=O)O\N=C(/N)\C1(CCN(CC1)C(=O)OC(C)(C)C)C(F)(F)F)F